OC[C@H](C1=CC=CC=C1)NC1=NC(=NC=C1C1=NC(=NO1)N1CCOCC1)NC1=CC=C2C(=N1)C(NC2=O)C 2-((4-(((S)-2-hydroxy-1-phenylethyl)amino)-5-(3-morpholino-1,2,4-oxadiazol-5-yl)pyrimidin-2-yl)amino)-7-methyl-6,7-dihydro-5H-pyrrolo[3,4-b]pyridin-5-one